5-(3,3-dimethyl-2-oxo-1-(pyridin-3-yl)indolin-4-yl)-2-(trifluoromethyl)nicotinic acid methyl ester COC(C1=C(N=CC(=C1)C1=C2C(C(N(C2=CC=C1)C=1C=NC=CC1)=O)(C)C)C(F)(F)F)=O